1-((3s,5r)-1-propenoyl-5-(methoxymethyl)pyrrolidin-3-yl)-3-bromo-5-(methylamino)-1H-pyrazole-4-carboxamide C(C=C)(=O)N1C[C@H](C[C@@H]1COC)N1N=C(C(=C1NC)C(=O)N)Br